(benzyl-(2-hydroxypropyl)amino)-1-(1-benzyl-1H-pyrazol-4-yl)ethan-1-one C(C1=CC=CC=C1)N(CC(C)O)CC(=O)C=1C=NN(C1)CC1=CC=CC=C1